S1C(=CC=C1)[C@](N)(C)C(=O)O 2-thiophenylalanine